N1=C(C=CC=C1)C(=O)C1=CC=C(C=C1)C(F)(F)F 2-pyridinyl-[4-(trifluoromethyl)phenyl]methanone